tert-butyl (E)-2,2-dimethyl-4-(1,1,1-trifluoro-5-phenyl-2-(trifluoromethyl)pent-4-en-2-yl)oxazolidine-3-carboxylate CC1(OCC(N1C(=O)OC(C)(C)C)C(C(F)(F)F)(C\C=C\C1=CC=CC=C1)C(F)(F)F)C